[C@H]12CC(C[C@H](CCC1)N2)N(C2=CC=C(N=N2)C2=C(C=C(C=C2)C2=CC(N(N=C2)C([2H])([2H])[2H])=O)O)C 5-(4-(6-(((1R,3s,5S)-9-azabicyclo[3.3.1]nonan-3-yl)(methyl)amino)pyridazin-3-yl)-3-hydroxyphenyl)-2-(methyl-d3)pyridazin-3(2H)-one